C1(CCCCC1)N1CCN(CC1)C(=O)NC1=CC(=CC(=C1)OC1=CC=C(C=C1)F)OC1=CC=C(C=C1)C(=O)N1CCN(CC1)CC 4-cyclohexyl-N-(3-(4-(4-ethylpiperazine-1-carbonyl)phenoxy)-5-(4-fluorophenoxy)phenyl)piperazine-1-carboxamide